C(C)(C)OC1=NC=C(C=N1)NC=1C2=C(N=CN1)C=CC(=N2)N2CC1(CCN1C(=O)OC(C)(C)C)C2 tert-butyl 6-[4-[(2-isopropoxypyrimidin-5-yl)amino]pyrido[3,2-d]pyrimidin-6-yl]-1,6-diazaspiro[3.3]heptane-1-carboxylate